6-((1R,2R)-2-(5-methylpyrimidin-2-yl)cyclobutyl)-4-oxo-1-((S)-1-(6-(trifluoromethyl)pyridin-3-yl)ethyl)-4,5-dihydro-1H-pyrazolo[3,4-d]pyrimidine-3-carbonitrile CC=1C=NC(=NC1)[C@H]1[C@@H](CC1)C=1NC(C2=C(N1)N(N=C2C#N)[C@@H](C)C=2C=NC(=CC2)C(F)(F)F)=O